FC=1C=C(C=C(C1)OCC(C)C)C1=CC=C(C(=N1)N1C(C[C@@H](C1)C)(C)C)C(=O)NS(=O)(=O)N1CC(CCC1)O 6-(3-Fluoro-5-isobutoxyphenyl)-N-[(3-hydroxy-1-piperidyl)sulfonyl]-2-[(4S)-2,2,4-trimethylpyrrolidin-1-yl]pyridin-3-carboxamid